4-[4-(6-methylpyridin-2-yl)-4-cyanocyclohexyl]-1,4-diazepan-1-carboxylic acid ethyl ester C(C)OC(=O)N1CCN(CCC1)C1CCC(CC1)(C#N)C1=NC(=CC=C1)C